ClC1=CC=C(C=C1)C1(C(C1)C=C)C(=O)NC1=CC(=CC=C1)OC 1-(4-chlorophenyl)-N-(3-methoxyphenyl)-2-vinylcyclopropane-1-carboxamide